CN1C(C(=CC2=C1N=CN=C2)C2CCSCC2)=O 8-methyl-6-tetrahydrothiopyran-4-yl-pyrido[2,3-d]Pyrimidin-7-one